[Cl-].C(CCC)[N+](CCO)(CCCC)CCCC tributyl-2-hydroxyethylammonium chloride